C(C)(C)OC(CNC(CCCCCCC)=O)=O N-octanoyl-glycine isopropyl ester